((2-(4-(aminomethyl)-2,6-dimethylphenyl)-5-methylpyridin-4-yl)methyl)-6-methylbenzo[d]oxazol-2(3H)-one NCC1=CC(=C(C(=C1)C)C1=NC=C(C(=C1)CN1C(OC2=C1C=CC(=C2)C)=O)C)C